C(C)OC(=O)C1=CNC2=CC=C(C=C12)OS(=O)(=O)C1=CC=C(C)C=C1 3-ethoxyformyl-5-(tosyloxy)-1H-indole